S-(-)-benzoyl-mercapto-2-methylpropanoic acid C(C1=CC=CC=C1)(=O)SC(C(=O)O)(C)C